CC1=C(C=NN1)C1=CC=2N=C(NC(C2S1)=O)CN1CC(CC1)S(=O)(=O)C1=CC=CC=C1 6-(5-methyl-1H-pyrazol-4-yl)-2-{[3-(phenylsulfonyl)pyrrolidin-1-yl]methyl}thieno[3,2-d]pyrimidin-4(3H)-one